(3,5-difluoro-4-((7-(2-hydroxyethoxy)-6-methoxyquinolin-4-yl)oxy)phenyl)pyridazine-3-carboxamide FC=1C=C(C=C(C1OC1=CC=NC2=CC(=C(C=C12)OC)OCCO)F)C1=C(N=NC=C1)C(=O)N